C(N)(O[C@H]1CN(C[C@H](C1)O)C(C)(C)C)=O tert-butyl-((3R,5S)-5-hydroxypiperidin-3-yl) carbamate